OCC1CCC(CC1)CNC(=O)OC(C)(C)C t-Butyl (((1r,4r)-4-(hydroxymethyl)cyclohexyl)methyl)aminoformate